BrC1=CC=C2[C@]3(CC=4C(=NOC4C2=C1)NS(=O)(=O)C1=C(C=C(C=C1OC)C(=O)N1CCN(CC1)C)OC)[C@H](C3)C N-((1R,2S)-8'-bromo-2-methyl-4'H-spiro[cyclopropane-1,5'-naphtho[2,1-d]isoxazol]-3'-yl)-2,6-dimethoxy-4-(4-methylpiperazine-1-carbonyl)benzenesulfonamide